FC=1C=C(C=CC1)[C@@H](C)NC=1C=C2C(=NNC2=CC1)\C=C\C1=NC=CC=C1 (R,E)-N-(1-(3-fluorophenyl)ethyl)-3-(2-(pyridin-2-yl)vinyl)-1H-indazol-5-amine